N-(4-(4-fluorophenyl)-5-(4-methylquinazolin-6-yl)pyrimidin-2-yl)-4-methoxypiperidine-1-carboxamide FC1=CC=C(C=C1)C1=NC(=NC=C1C=1C=C2C(=NC=NC2=CC1)C)NC(=O)N1CCC(CC1)OC